3-(1-(cyclohexylmethyl)-5-methyl-1H-pyrazol-4-yl)-6-(8-(thiazolo[4,5-b]pyridin-2-ylcarbamoyl)-3,4-dihydroisoquinolin-2(1H)-yl)picolinic acid C1(CCCCC1)CN1N=CC(=C1C)C=1C(=NC(=CC1)N1CC2=C(C=CC=C2CC1)C(NC=1SC=2C(=NC=CC2)N1)=O)C(=O)O